ClC=1C=CC(=C(C(=O)N[C@H](C(C(=O)NC)=O)C[C@H]2C(NCC2)=O)C1)NC(=O)[C@@H]1C(C1)(F)F 5-chloro-2-[[(1R)-2,2-difluorocyclopropanecarbonyl]amino]-N-[(1S)-3-(methylamino)-2,3-dioxo-1-[[(3S)-2-oxopyrrolidin-3-yl]methyl]propyl]benzamide